C(C1=CC=CC=C1)(=O)O.C1(=CC=CC2=CC=CC=C12)C(=O)N (1-naphthalamide) benzoate